(2R)-4-[4-(2,4-difluorophenyl)-6,7-dimethyl-pteridin-2-yl]-2-(5,6-dihydro-4H-pyrrolo[1,2-b]pyrazol-3-yl)morpholine FC1=C(C=CC(=C1)F)C1=NC(=NC2=NC(=C(N=C12)C)C)N1C[C@H](OCC1)C1=C2N(N=C1)CCC2